1-((2-((((9H-fluoren-9-yl)methoxy)carbonyl)amino)acetamido)methoxy)cyclobutane-1-carboxylic acid C1=CC=CC=2C3=CC=CC=C3C(C12)COC(=O)NCC(=O)NCOC1(CCC1)C(=O)O